C(CCCCCCC)NC(OC1=CC(=C(C=C1)OC)C=1C=NC=C(C1)C=1SC=CC1)=O 4-methoxy-3-(5-(thiophen-2-yl)pyridin-3-yl)phenyl octylcarbamate